(S)-5-oxopyrrolidine-3-carboxylic acid O=C1C[C@@H](CN1)C(=O)O